C(CCCC=C)C1C(CCC1)=O 2-(5-hexen-1-yl)cyclopentan-1-one